ClC=1C=C2C(=NC=NC2=C(C1)C(F)(F)F)N([C@@H](C)C1=NC=NN1C1=CC(=NC=N1)N(C(OC)=O)OC)C methyl N-[6-[5-[(1S)-1-[[6-chloro-8-(trifluoromethyl)quinazolin-4-yl]-methyl-amino]ethyl]-1,2,4-triazol-1-yl]pyrimidin-4-yl]-N-methoxy-carbamate